O=C(C(=O)N)N1[C@H](CC[C@@H](C1)C)C1=CC(=C(C(=C1)F)F)F 2-oxo-2-[(2R,5S)-5-methyl-2-(3,4,5-trifluorophenyl)-1-piperidyl]acetamide